C1CNC[C@@H]1F.Cl (R)-(-)-3-fluoropyrrolidine hydrochloride